3,7-Bis-(piperazin-4-ium-1-yl)phenothiazin-5-ium chlorid [Cl-].N1(CC[NH2+]CC1)C=1C=CC2=NC3=CC=C(C=C3[S+]=C2C1)N1CC[NH2+]CC1.[Cl-].[Cl-]